FC1=C(C=C(C=2OCOC21)F)C=2C=C1C(=NC2)N(N=C1NC(CC(C)(C)C)=O)CCC(C)(C)OC N-(5-(4,7-difluorobenzo[d][1,3]dioxol-5-yl)-1-(3-methoxy-3-methylbutyl)-1H-pyrazolo[3,4-b]pyridin-3-yl)-3,3-dimethylbutanamide